C(C)S(=O)(=O)C1=CC2=C(N=C(N=C2N[C@H](C)C=2C(=C(C=CC2)C(C(C)(O)C)(F)F)F)C)C=N1 1-{3-[(1R)-1-{[6-(ethanesulfonyl)-2-methylpyrido[3,4-d]pyrimidin-4-yl]amino}ethyl]-2-fluorophenyl}-1,1-difluoro-2-methylpropan-2-ol